benzyl (2-(1-benzyl-3-(3-neopentyl-4-oxo-3,4-dihydroquinazolin-2-yl)pyrrolidin-2-yl)ethyl)carbamate C(C1=CC=CC=C1)N1C(C(CC1)C1=NC2=CC=CC=C2C(N1CC(C)(C)C)=O)CCNC(OCC1=CC=CC=C1)=O